2-(difluoromethyl)-N-(1,1-dimethyl-3-propyl-indan-4-yl)tetrahydrobenzodiazepine-3-Carboxamide FC(N1NC2=C(CCC1C(=O)NC1=C3C(CC(C3=CC=C1)(C)C)CCC)C=CC=C2)F